N-(8-fluoro-6-oxo-1,2,3,4,5,6-hexahydrobenzo[c][1,7]naphthyridin-1-yl)-4-(difluoromethyl)-N-methyl-1H-indole-2-carboxamide FC=1C=CC2=C(C(NC=3CNCC(C23)N(C(=O)C=2NC3=CC=CC(=C3C2)C(F)F)C)=O)C1